OC1(COC1)C(=O)N1CC=2N=C(SC2C1)NC(=O)C=1C=NC(=CC1C1=C(C=CC=C1)OC)C N-[5-(3-hydroxyoxetane-3-carbonyl)-4H,5H,6H-pyrrolo[3,4-d][1,3]thiazol-2-yl]-4-(2-methoxyphenyl)-6-methylpyridine-3-carboxamide